6-(2-(3'-fluoro-[1,1'-biphenyl]-3-yl)-2-hydroxyacetyl)-2-(1-phenylcyclopropyl)-5,6,7,8-tetrahydropyrido[4,3-d]pyrimidin-4(3H)-one FC=1C=C(C=CC1)C1=CC(=CC=C1)C(C(=O)N1CC2=C(N=C(NC2=O)C2(CC2)C2=CC=CC=C2)CC1)O